(4-((4-((2S,4S,6S)-2'-chloro-4',4'-difluoro-2-methyl-4',5'-dihydrospiro[piperidine-4,7'-thieno[2,3-c]pyran]-6-yl)-1H-1,2,3-triazol-1-yl)methyl)phenyl)methanol ClC1=CC2=C([C@]3(OCC2(F)F)C[C@@H](N[C@@H](C3)C=3N=NN(C3)CC3=CC=C(C=C3)CO)C)S1